m-(8-chloro-1-hydroxy-1,2-dihydro-2,3,7-triaza-1-bora-2-naphthyl)benzonitrile ClC=1N=CC=C2C=NN(B(C12)O)C=1C=C(C#N)C=CC1